(E) and (Z)-3-hexenol acetate C(C)(=O)OCCC=CCC